tert-butyl (2R,5S)-4-amino-2,5-dimethylpiperidine-1-carboxylate acetate C(C)(=O)O.NC1C[C@H](N(C[C@@H]1C)C(=O)OC(C)(C)C)C